C(C(=C)C)(=O)OCCOC1=CC(=C(C(=C1)N1N=C2C(=N1)C=CC(=C2)OC)O)C(C)(C)C 2-(3-(tert-butyl)-4-hydroxy-5-(5-methoxy-2H-benzo[d][1,2,3]-triazol-2-yl) phenoxy)ethyl methacrylate